tert-butyl 4-[1-(2-ethoxy-1-methyl-2-oxo-ethyl)-3-piperidyl]piperidine-1-carboxylate C(C)OC(C(C)N1CC(CCC1)C1CCN(CC1)C(=O)OC(C)(C)C)=O